C(C=1C(C(=O)OCCCCCCC(C)C)=CC(C(=O)OCCCCCCC(C)C)=C(C(=O)OCCCCCCC(C)C)C1)(=O)OCCCCCCC(C)C tetraisononyl pyromellitate